N1(CCCCC1)CCNC(=O)OC(CCC(=O)O)CCCCCC 4-(((2-(piperidin-1-yl)ethyl)carbamoyl)oxy)decanoic Acid